N-(4-amino-1H-pyrazolo[4,3-c]pyridin-7-yl)-2-[2-[3-[ethyl(methyl)amino]phenyl]-1-piperidyl]-2-oxo-acetamide Hydrogen chloride Cl.NC1=NC=C(C2=C1C=NN2)NC(C(=O)N2C(CCCC2)C2=CC(=CC=C2)N(C)CC)=O